OCCOC1=NC(N(C(=N1)C(Cl)(Cl)Cl)C=CC1=CC=CC=C1)C(Cl)(Cl)Cl p-hydroxyethoxystyryl-2,6-bis(trichloromethyl)-s-triazine